(E)-((4-methoxybuta-1,3-dien-2-yl)oxy)trimethylsilane CO/C=C/C(=C)O[Si](C)(C)C